CC(C)(C)OC(=O)C(CCNCCCCNCCCN)N(C(=O)OC(C)(C)C)C(=O)OC(C)(C)C tri-Boc-spermine